3,5-dichloropyridineformaldehyde ClC=1C(=NC=C(C1)Cl)C=O